C(C=C)(=O)N1CC(C1)C=1N=C2N(C=CC(=C2C(=O)N)C2=C3C=NNC3=CC=C2C)C1 2-(1-acryloylazetidin-3-yl)-7-(5-methyl-1H-indazol-4-yl)imidazo[1,2-a]pyridine-8-carboxamide